1-(4-n-butoxynaphthalen-1-yl)tetrahydrothiophenium nonafluoro-n-butanesulfonate FC(C(C(C(S(=O)(=O)[O-])(F)F)(F)F)(F)F)(F)F.C(CCC)OC1=CC=C(C2=CC=CC=C12)[S+]1CCCC1